BrC1=CC=C2CCN=CC2=C1 7-bromo-3,4-dihydroisoquinoline